NC(C)C1=NC2=C(OC13NC1=CC=C(C=C1C3(C)C)Cl)C=CC3=CC=CC=C32 1-aminoethyl-3,3-dimethyl-5-chlorospiro[indoline-2,3'-[3H]-naphtho[2,1-b][1,4]oxazine]